1-(6-(ethoxycarbonyl)-2,3-dihydrofuro[2,3-g]quinolin-7-yl)pyridin-1-ium bromide [Br-].C(C)OC(=O)C1=NC=2C=C3C(=CC2C=C1[N+]1=CC=CC=C1)OCC3